4'-(2-(4-(9H-carbazol-9-yl)phenyl)-1,2-diphenylvinyl)-[1,1'-biphenyl]-4-carbaldehyde C1=CC=CC=2C3=CC=CC=C3N(C12)C1=CC=C(C=C1)C(=C(C1=CC=CC=C1)C1=CC=C(C=C1)C1=CC=C(C=C1)C=O)C1=CC=CC=C1